NC(C(=O)NC([2H])([2H])C1=C(C=CC=C1)F)C 2-amino-N-((2-fluorophenyl)methyl-d2)propanamide